N1C=C(C2=CC=CC=C12)CCCNS(=O)(=O)C1=CC=C(C=C1)OCCCN1CCN(CC1)CC N-(3-(1H-indol-3-yl)propyl)-4-(3-(4-ethylpiperazin-1-yl)propoxy)benzenesulfonamide